8-[5-(5-fluoro-2-methylpyridin-4-yl)-1H-pyrazole-3-carbonyl]-8-azabicyclo[3.2.1]octane-3-carboxylic acid FC=1C(=CC(=NC1)C)C1=CC(=NN1)C(=O)N1C2CC(CC1CC2)C(=O)O